C(C)NC(=O)N1[C@H]2CN(C[C@@H]1CC2)C2=NC(=NC=C2)NC=2C=NSC2 (1r,5s)-N-ethyl-3-[2-(1,2-thiazol-4-ylamino)pyrimidin-4-yl]-3,8-diazabicyclo[3.2.1]octane-8-carboxamide